FC1=CC(=C(C=C1)C1=CC(=CC=C1)C=1OC2=C(N1)C=C(C=C2OC)CN(C2CC(C2)O)C)C2=NN=CN2C (1S,3S)-3-(((2-(4'-fluoro-2'-(4-methyl-4H-1,2,4-triazol-3-yl)-[1,1'-biphenyl]-3-yl)-7-methoxybenzo[d]oxazol-5-yl)methyl)(methyl)amino)cyclobutan-1-ol